[Cl-].C[N+]1(CCCCC1)CCC 1-Methyl-1-propylpiperidinium chlorid